COC(=O)C1=CC=NC2=CC=C(C=C12)N1C[C@@](CC1)(C)O (S)-6-(3-hydroxy-3-methylpyrrolidin-1-yl)quinoline-4-carboxylic acid methyl ester